FC(C=1C=C(C=CC1)CC#N)(F)F 3-(trifluoromethyl)benzeneacetonitrile